FC(C=1C(=C(C=CC1)[C@@H](C)NC=1C2=C(N=C(N1)C)N=CC(=C2)C=2CCN(CC2)C(=O)C2=COC=C2)F)F (R)-(4-(4-(1-(3-(difluoromethyl)-2-fluorophenyl)ethylamino)-2-methylpyrido[2,3-d]pyrimidin-6-yl)-3,6-dihydropyridin-1(2H)-yl)(furan-3-yl)methanone